2,3-dimethyl-cyclopropanecarboxylic acid benzyl ester C(C1=CC=CC=C1)OC(=O)C1C(C1C)C